ClC1=CC=C(C=C1)C=1C=C(C(N(N1)C1=CC(=CC=C1)F)=O)C(=O)N[C@H]1COC[C@H]1O 6-(4-chlorophenyl)-2-(3-fluorophenyl)-N-[(3S,4S)-4-hydroxytetrahydrofuran-3-yl]-3-oxo-2,3-dihydropyridazine-4-carboxamide